Phenyl-bis(pyren-1-yl)phosphine oxide C1(=CC=CC=C1)P(C1=CC=C2C=CC3=CC=CC4=CC=C1C2=C34)(C3=CC=C4C=CC2=CC=CC1=CC=C3C4=C21)=O